2-dimethylamino-4-methylcarboxymethyl-1,3-dimethylimidazolium CN(C=1N(C(=C([N+]1C)C)CC(=O)O)C)C